6-(3-isopropyl-5-((1-(oxetan-3-yl)piperidin-4-yl)methoxy)-1H-indol-2-yl)-7,8-dimethyl-[1,2,4]triazolo[4,3-a]pyridine C(C)(C)C1=C(NC2=CC=C(C=C12)OCC1CCN(CC1)C1COC1)C=1C(=C(C=2N(C1)C=NN2)C)C